COC=1C=CC(=NC1OC)CC(=O)OCC ethyl 2-(5,6-dimethoxypyridin-2-yl)acetate